Ethyl 2-[4-bromo-2-[2-[5-chloro-2-[(6-chloro-2-pyridyl)oxymethyl]phenyl]ethoxymethyl]phenyl]acetate BrC1=CC(=C(C=C1)CC(=O)OCC)COCCC1=C(C=CC(=C1)Cl)COC1=NC(=CC=C1)Cl